C(C1=CC=CC=C1)OC=1C(=CC(=C2C=CC=NC12)C1=CC=CC=C1)C1=CC=CC=C1 8-Benzyloxy-5,7-diphenylquinoline